BrC1=CC(=C(OCCC(C)(O)C)C=C1)OC 4-(4-bromo-2-methoxyphenoxy)-2-methylbutan-2-ol